(cis)-3-cyanocyclobutane-1-carboxamide C(#N)[C@H]1C[C@H](C1)C(=O)N